N-[3-[5-[3-(cyanomethyl)phenoxy]-2-(difluoromethoxy)phenyl]-1H-pyrazol-4-yl]pyrazolo[1,5-a]pyrimidine-3-carboxamide C(#N)CC=1C=C(OC=2C=CC(=C(C2)C2=NNC=C2NC(=O)C=2C=NN3C2N=CC=C3)OC(F)F)C=CC1